BrCC(=O)C1=CC=C(C=C1)C bromo-4'-methylacetophenone